C1(=CC=CC=C1)/C=C/CCC(=O)O.C(C)(=O)OCC=CC1=CC=CC=C1 cinnamyl acetate (E)-3-phenylpropan-2-en-1-yl-acetate